ClC=1C=C(OC2C(C(C2(C)C)NC(C2=CC(=C(C=C2)N2CCC(CC2)C=O)F)=O)(C)C)C=CC1C#N N-((1r,3r)-3-(3-Chloro-4-cyanophenoxy)-2,2,4,4-tetramethylcyclobutyl)-3-fluoro-4-(4-formylpiperidin-1-yl)benzamide